FC1=C(C=CC(=C1)N1CCNCC1)C1=NC=CC(=C1)C1=CC=2C(NCCC2N1)=O 2-[2-(2-fluoro-4-piperazin-1-yl-phenyl)-4-pyridyl]-1,5,6,7-tetrahydropyrrolo[3,2-c]pyridin-4-one